C(CCCCCCCCCCCCCCC)OC(=O)NC1=CC=C(C(=O)O)C=C1 4-(((hexadecyloxy)carbonyl)amino)benzoic acid